cyclopropyl-2,6-naphthyridin-1-amine C1(CC1)C=1N=C(C2=CC=NC=C2C1)N